C1(CCCCC1)C=1C=C(C(=CC1O)C)C(C1=CC=C(C=C1)O)C1=CC(=C(C=C1C)O)C1CCCCC1 bis(3-cyclohexyl-4-hydroxy-6-methylphenyl)-4-hydroxyphenylmethane